tert-butyl 3-(2-(3-(4-bromo-6-chloro-1-(tetrahydro-2H-pyran-2-yl)-1H-indazol-5-yl)propyl)oxazol-4-yl)piperidine-1-carboxylate BrC1=C2C=NN(C2=CC(=C1CCCC=1OC=C(N1)C1CN(CCC1)C(=O)OC(C)(C)C)Cl)C1OCCCC1